C(CCC)N1CCC(CC1)N(C(=O)C1=NNC2=CC(=CC=C12)Cl)CC1=CC=C(C=C1)F N-(1-butylpiperidin-4-yl)-6-chloro-N-(4-fluorobenzyl)-1H-indazole-3-carboxamide